O-(cyclopropyl)methylhydroxylamine hydrochloride Cl.C1(CC1)CON